(R)-1-(3-(3-(4-aminopyrimidin-2-yl)-5-chlorophenyl)morpholino)prop-2-en-1-on NC1=NC(=NC=C1)C=1C=C(C=C(C1)Cl)[C@@H]1COCCN1C(C=C)=O